C(C=1C(C(=O)OCCCCCCCCCCC(C)C)=CC(C(=O)OCCCCCCCCCCC(C)C)=CC1)(=O)OCCCCCCCCCCC(C)C tri-(isotridecyl) trimellitate